FC1=CC(=C(O\C(\C(=O)OCC)=C/O)C=C1)N1C(=NC=C1)C(C)C ethyl (Z)-2-(4-fluoro-2-(2-isopropyl-1H-imidazol-1-yl)phenoxy)-3-hydroxyacrylate